FC1=C(COC2=CC=CC(=N2)C2CCN(CC2)CC2=NC3=C(N2CCOC)C=C(C=C3)C(=O)O)C=CC(=C1)C=1C=NN(C1)C 2-((4-(6-((2-fluoro-4-(1-methyl-1H-pyrazol-4-yl)benzyl)oxy)pyridin-2-yl)piperidin-1-yl)methyl)-1-(2-methoxyethyl)-1H-benzo[d]imidazole-6-carboxylic acid